BrCC(CC(CNCC1=C(C=CC=C1C)C)O)=O 1-bromo-5-(2,6-dimethylbenzylamino)-4-hydroxy-2-pentanone